ClC=1C(=C(C=CC1)CC(C)N1CCCCC1)F (3S,4r,5R)-1-(1-(3-chloro-2-fluorophenyl)propan-2-yl)piperidine